O=C1NCC(C1C(=O)[O-])CCC 2-oxo-4-propylpyrrolidin-3-carboxylate